tetramethyl-ammonium hydroxide zinc [Zn].[OH-].C[N+](C)(C)C